F[C@@H]1CN(C[C@@H]1F)C1=CC(=NC=2N1N=CN2)C=2C(NC(NC2)=O)=O 5-(7-((3R,4S)-3,4-difluoropyrrolidin-1-yl)-[1,2,4]triazolo[1,5-a]pyrimidin-5-yl)pyrimidine-2,4(1H,3H)-dione